Cl.C(C)NC Ethyl-(methyl)amine hydrochloride